(S)-6-chloro-1-(((S)-tetrahydro-2H-pyran-3-yl)methyl)-2-(2H-tetrazol-5-yl)-2,3,4,9-tetrahydro-1H-pyrido[3,4-b]indole ClC=1C=C2C3=C(NC2=CC1)[C@@H](N(CC3)C=3N=NNN3)C[C@H]3COCCC3